N1N=C(C=C1)C(=O)OC Methyl 3-pyrazolecarboxylate